CN1N=C2C=CC(=CC2=C1)OCC1=CC(=NC=C1)C1=CC(=C(C(=O)N)C=C1)C 4-(4-{[(2-Methyl-2H-Indazol-5-yl)Oxy]Methyl}Pyridin-2-yl)-2-Methyl-Benzamide